methyl (2Z)-2-(aminomethylidene)-1H-pyridine-4-carboxylate N\C=C\1/NC=CC(=C1)C(=O)OC